2-[[4-(aminomethyl)-4-(hydroxymethyl)piperidin-1-yl]methyl]-4,5-dichlorophenol NCC1(CCN(CC1)CC1=C(C=C(C(=C1)Cl)Cl)O)CO